C1=2C(=CC=CC2CC1)SC1=CN=C(N=N1)N1CCC2(CC1)[C@@H](C1=CC=CC=C1C2)N (S)-1'-(6-(bicyclo[4.2.0]oct-1(6),2,4-trien-2-ylsulfanyl)-1,2,4-triazin-3-yl)-1,3-dihydrospiro[inden-2,4'-piperidin]-1-amine